FC=1C=C(C=C(C1)F)C(C(=O)O)(C)F 2-(3,5-difluorophenyl)-2-fluoropropanoic acid